(1S,3S,4S)-2-((3-chlorophenyl)-L-leucyl)-N-((R)-1-cyano-2-((R)-2-oxopiperidin-3-yl)ethyl)-5,5-difluoro-2-azabicyclo[2.2.2]octane-3-carboxamide ClC=1C=C(C=CC1)N[C@@H](CC(C)C)C(=O)N1[C@@H]2CC([C@H]([C@H]1C(=O)N[C@H](C[C@@H]1C(NCCC1)=O)C#N)CC2)(F)F